1-ethyl-(3-dimethylaminopropyl)carbodiimide hydrochloride Salt Cl.C(C)N=C=NCCCN(C)C